CN1CCN(CC1)CC1=C2C=CN(C2=CC=C1)C1=CC2=CC=CC=C2C=C1 4-((4-methylpiperazin-1-yl)methyl)-1-(naphthalen-2-yl)-1h-indole